3-((3-fluorobenzyl)oxy)-6,7,8,9,9a,10-hexahydro-1H-pyrido[1',2':3,4]imidazo[1,2-c]pyrimidin-1-one FC=1C=C(COC=2C=C3N(C(N2)=O)CC2N3CCCC2)C=CC1